N-{(2S,3R)-1-(azetidine-1-carbonyl)-2-[(4'-bromo-2,3'-difluoro[1,1'-biphenyl]-3-yl)methyl]-4,4-difluoropyrrolidin-3-yl}methanesulfonamide N1(CCC1)C(=O)N1[C@H]([C@H](C(C1)(F)F)NS(=O)(=O)C)CC=1C(=C(C=CC1)C1=CC(=C(C=C1)Br)F)F